4-(3-chloro-2-methyl-7-((2R,4R)-2-(1-methyl-1H-pyrazol-4-yl)tetrahydro-2H-pyran-4-yl)-4-oxo-4H-pyrazino[1,2-a]pyrimidin-9-yl)-3-fluorobenzonitrile ClC1=C(N=C2N(C1=O)C=C(N=C2C2=C(C=C(C#N)C=C2)F)[C@H]2C[C@@H](OCC2)C=2C=NN(C2)C)C